FC1=C2CC3(C(C2=CC=C1)O)CNC3 4'-fluoro-1'-hydroxy-1',3'-dihydrospiro[azetidine-3,2'-indene]